S1C=C(C=C1)C=1C=C2C=CC=NC2=C2C1C=CC=C2 6-(3-thienyl)benzo[h]quinoline